C(CO)(=O)SC1=C(C=CC=C1C)C=O S-(2-formyl-6-methyl-phenyl) thioglycolate